BrC=1C=C2C=3C=C(C=CC3N(C2=C(C1)Br)C1=CC=CC=C1)N1C2=CC=C(C=C2C=2C=C(C=CC12)C)C 6,8-dibromo-3',6'-dimethyl-9-phenyl-9H-3,9'-bicarbazole